ClC1=CC2=C(C=N1)C(N(C2)CCO)=O 6-chloro-2-(2-hydroxyethyl)-1H-pyrrolo[3,4-c]Pyridin-3-one